Ethyl ((4-cyclopropyl-6-((3'-(4-cyclopropyl-5-((((S)-1-hydroxypropan-2-yl)amino)methyl)picolinamido)-2,2'-dimethyl-[1,1'-biphenyl]-3-yl)carbamoyl)pyridin-3-yl)methyl)-D-serinate C1(CC1)C1=C(C=NC(=C1)C(NC=1C(=C(C=CC1)C1=C(C(=CC=C1)NC(C1=NC=C(C(=C1)C1CC1)CN[C@H](CO)C)=O)C)C)=O)CN[C@H](CO)C(=O)OCC